1-ethyl-4-fluoro-2-methyl-5-((trimethylsilyl)ethynyl)-1H-benzo[d]imidazole C(C)N1C(=NC2=C1C=CC(=C2F)C#C[Si](C)(C)C)C